2,6-Difluoro-3-(1-methyl-6-(5-(methylsulfonyl)-2,5-diazabicyclo[2.2.1]heptan-2-yl)-1H-pyrazolo[3,4-d]pyrimidin-3-yl)-5-(trifluoromethyl)phenol FC1=C(C(=C(C=C1C1=NN(C2=NC(=NC=C21)N2C1CN(C(C2)C1)S(=O)(=O)C)C)C(F)(F)F)F)O